(7R)-N-(2-Amino-4-(4-(trifluoromethyl)phenethyl)phenyl)-7,8-difluorooctanamid NC1=C(C=CC(=C1)CCC1=CC=C(C=C1)C(F)(F)F)NC(CCCCC[C@H](CF)F)=O